acryloyloxybenzenesulfonic acid C(C=C)(=O)OC1=C(C=CC=C1)S(=O)(=O)O